CN(CC(=O)N)C1=CC=C2C(=N1)OC(C=C2C2=C(C=CC=C2)C)=O 2-[methyl-[4-(o-tolyl)-2-oxo-pyrano[2,3-b]pyridin-7-yl]amino]acetamide